2-[4-[(3S)-3-(5-Cyano-3-pyridyl)isoxazolidine-2-carbonyl]-1-piperidyl]-5-fluoro-pyrimidine-4-carbonitrile C(#N)C=1C=C(C=NC1)[C@H]1N(OCC1)C(=O)C1CCN(CC1)C1=NC=C(C(=N1)C#N)F